(2-methylbenzyl)(4-hydroxyphenyl)methylsulfonium CC1=C(C[SH+]CC2=CC=C(C=C2)O)C=CC=C1